NC1=CC(=C(N=N1)C1CCN(CC1)C(=O)C1=NC=C(C(=C1)OC)OC1=CC=CC=C1)OC [4-(6-Amino-4-methoxy-pyridazin-3-yl)-piperidin-1-yl]-(4-methoxy-5-phenoxy-pyridin-2-yl)-methanone